trans-4-((tert-butyldimethylsilyl)oxy)cyclohexan-1-ol [Si](C)(C)(C(C)(C)C)O[C@@H]1CC[C@H](CC1)O